(2S,5R)-6-hydroxy-7-oxo-N-(pyridin-3-ylsulfonyl)-1,6-diazabicyclo[3.2.1]octane-2-carboximidamide ON1[C@@H]2CC[C@H](N(C1=O)C2)C(NS(=O)(=O)C=2C=NC=CC2)=N